FC1=C(C=C2CC3(CN(C3)C(=O)OC(C)(C)C)C2)C=CC(=C1)F tert-butyl 6-(2,4-difluorobenzylidene)-2-azaspiro[3.3]heptane-2-carboxylate